nonadeca-4,6-diynyl N-(2-phenylethyl)carbamate C1(=CC=CC=C1)CCNC(OCCCC#CC#CCCCCCCCCCCCC)=O